COC1=CC=C(C=C1)N1N=C(NC1=O)[C@@H]1CN(CCC1)CC1CCOCC1 (s)-2-(4-methoxyphenyl)-5-(1-((tetrahydro-2H-pyran-4-yl)methyl)piperidin-3-yl)-2,4-dihydro-3H-1,2,4-triazol-3-one